7,8-diphenylbicyclo[2.2.2]oct-7-ene-2,3,5,6-tetracarboxylic acid C1(=CC=CC=C1)C=1C2C(C(C(C(C2C(=O)O)C(=O)O)C1C1=CC=CC=C1)C(=O)O)C(=O)O